C(C)(=O)O[C@H]1[C@H](OC(C)=O)[C@H](OC(C)=O)[C@H](O1)CO 1,2,3-tri-O-acetyl-beta-D-ribofuranose